C(#N)CCOCCCN(C(OC(C)(C)C)=O)C Tert-butyl N-[3-(2-cyanoethoxy)propyl]-N-methyl-carbamate